4-(cyclopropanecarboxamidomethyl)piperidine-1-carboxylic acid tert-butyl ester C(C)(C)(C)OC(=O)N1CCC(CC1)CNC(=O)C1CC1